((3-((cyclopentyloxy)methyl)-4-(4,6-dimethoxy-5-methylpyridin-2-yl)-5-methylphenyl)amino)tetrahydro-2H-pyran-4-carboxylic acid C1(CCCC1)OCC=1C=C(C=C(C1C1=NC(=C(C(=C1)OC)C)OC)C)NC1OCCC(C1)C(=O)O